ClC1=CC=CC2=C1NC(=N2)C(=O)N2CC=1N(C[C@H]2C)C(=NC1C)C(F)(F)F |r| Racemic-(7-chloro-1H-benzo[d]imidazol-2-yl)(1,6-dimethyl-3-(trifluoromethyl)-5,6-dihydroimidazo[1,5-a]pyrazin-7(8H)-yl)methanone